ClC1=C(C=C2C(=NNC2=C1)CCC(=O)O)C1=CC=C(C=C1)C1=C(C=C(C=C1)SC)O 3-(6-chloro-5-(2'-hydroxy-4'-(methyl-thio)-[1,1'-biphenyl]-4-yl)-1H-indazol-3-yl)propanoic acid